C(C)(C)(C)OC(=O)N1[C@@H](C/C(/C1)=C/C=1CCC2(CC2)CC1)CO (2S,4Z)-2-(hydroxymethyl)-4-(spiro[2.5]oct-6-en-6-ylmethylene)pyrrolidine-1-carboxylic acid tert-butyl ester